C1(CCC1)NC1=NC(=NC=C1C#N)S(=O)C 4-(cyclobutylamino)-2-(methylsulfinyl)-pyrimidine-5-carbonitrile